N1C[C@H]([C@@]2(CC1)NCC1=CC=CC=C1C2)O (3R,3'R)-1,4-dihydro-2H-spiro[isoquinoline-3,4'-piperidin]-3'-ol